2,6-Dichloro-4-(4-methylpiperidin-2-yl)pyridine ClC1=NC(=CC(=C1)C1NCCC(C1)C)Cl